C(CCCCCCCCCCC)N=CCC(=O)[O-].[Na+].[Na+].C(CCCCCCCCCCC)N=CCC(=O)[O-] disodium N-lauryl-β-iminopropionate